2-chloro-4-(4-cyclopropyl-1H-imidazol-1-yl)-5-(trifluoromethyl)pyridine ClC1=NC=C(C(=C1)N1C=NC(=C1)C1CC1)C(F)(F)F